ClC=1C=CC=C2C=CC=C(C12)C1=CC=C2C(=NC(=NC2=C1F)NCC12CCCN2CCC1)N1C[C@@H](NCC1)CC#N (S)-2-(4-(7-(8-Chloronaphthalen-1-yl)-8-fluoro-2-(((tetrahydro-1H-pyrrolizin-7a(5H)-yl)methyl)amino)quinazolin-4-yl)piperazine-2-yl)acetonitrile